Gadolinium-Barium [Ba].[Gd]